C(#N)C(C(=O)OC)=C methyl alpha-cyanoacrylate